thulium trihydride [H-].[H-].[H-].[Tm+3]